N=1C=C(N2C1C=CC=C2)C2=NC(=NC=C2)NC2=NC=C(C=C2)N2CCN(CC2)C 4-(imidazo[1,2-a]pyridin-3-yl)-N-(5-(4-methylpiperazin-1-yl)pyridin-2-yl)pyrimidin-2-amine